bis(dimethylamino)tungsten(IV) CN(C)[W+2]N(C)C